4-allyl-2-(5-((allyloxy)methyl)isoxazole-3-yl)phenol C(C=C)C1=CC(=C(C=C1)O)C1=NOC(=C1)COCC=C